CC(CN)CC 2-Methylbutan-1-amine